[Ba].[Sn].[La].[Gd] gadolinium lanthanum tin barium